N(=[N+]=[N-])CCOCCOCCOCCOCCOCC(=O)O 17-azido-3,6,9,12,15-pentaoxaheptadecanoic acid